Cl.ClC1=CC=C(C=C1)C1=C(C[C@@](CC1)(CN1C[C@@H](NCC1)C)C)CN1CCN(CC1)C1=CC=C(C(=O)N)C=C1 4-(4-(((R)-4'-chloro-4-methyl-4-(((S)-3-methylpiperazin-1-yl)methyl)-3,4,5,6-tetrahydro-[1,1'-biphenyl]-2-yl)methyl)piperazin-1-yl)benzamide hydrochloride